(E)-2-p-methylbenzylidene-3,3-dimethylbutyrolactone CC1=CC=C(\C=C/2\C(=O)OCC2(C)C)C=C1